3,7-dimethyl-5-methyleneoctyl isobutyl oxalate C(C(=O)OCC(C)C)(=O)OCCC(CC(CC(C)C)=C)C